bisphenylmethanone C1(=CC=CC=C1)C(=O)C1=CC=CC=C1